C(C)C=1C2=C(C(=NC1N)C1=C(C=CC=C1)C(C)C)N=CN2C 7-ethyl-4-(2-isopropylphenyl)-1-methyl-1H-imidazo[4,5-c]pyridin-6-amine